1-vinyl-3-ethyl-imidazole dibutyl-phosphate tert-butyl-(3S)-3-({8-carbamoyl-6-[(oxan-4-ylidene)methyl]pyrido[3,2-d]pyrimidin-4-yl}amino)piperidine-1-carboxylate C(C)(C)(C)OC(=O)N1C[C@H](CCC1)NC=1C2=C(N=CN1)C(=CC(=N2)C=C2CCOCC2)C(N)=O.C(CCC)OP(=O)(OCCCC)O.C(=C)N2CN(C=C2)CC